2-(6-amino-4-methoxy-pyridazin-3-yl)propan-2-ol NC1=CC(=C(N=N1)C(C)(C)O)OC